C(#N)C1=C(N=NN1)[N+](=O)[O-] 5-cyano-4-nitro-1,2,3-triazole